tert-butyl ((1S,3S)-3-((7-cyano-5-((1-methylcyclopropyl)amino)-naphthyridin-3-yl)amino)cyclopentyl)carbamate C(#N)C1=CC(=C2C=C(C=NC2=N1)N[C@@H]1C[C@H](CC1)NC(OC(C)(C)C)=O)NC1(CC1)C